4-chloro-2,3-dihydrobenzofuran ClC1=CC=CC2=C1CCO2